4-(6-(4-chloro-2-fluorobenzyloxy)pyridin-2-yl)-4-fluoropiperidine-1-carboxylic acid tert-butyl ester C(C)(C)(C)OC(=O)N1CCC(CC1)(F)C1=NC(=CC=C1)OCC1=C(C=C(C=C1)Cl)F